(S)-3-(2-fluoropyrimidin-4-yl)-4-isopropyl-5,5-dimethyl-oxazolidin-2-one FC1=NC=CC(=N1)N1C(OC([C@@H]1C(C)C)(C)C)=O